FC=1C=CC(=C2C=C(NC12)C(=O)O)C(C)C 7-fluoro-4-isopropyl-1H-indole-2-carboxylic acid